tert-Butyl (2-(tritylthio)ethyl)(2-((2-(tritylthio)ethyl)amino)ethyl)carbamate C(C1=CC=CC=C1)(C1=CC=CC=C1)(C1=CC=CC=C1)SCCN(C(OC(C)(C)C)=O)CCNCCSC(C1=CC=CC=C1)(C1=CC=CC=C1)C1=CC=CC=C1